(1,3,5,7-Tetraoxo-6-(pyridin-2-ylmethyl)-3,5,6,7-tetrahydropyrrolo[3,4-f]isoindol-2(1H)-yl)methyl nitrate [N+](=O)(OCN1C(C2=CC=3C(N(C(C3C=C2C1=O)=O)CC1=NC=CC=C1)=O)=O)[O-]